FC1=C(C=CC(=C1)C(F)(F)F)C=1C(=NC(=NC1)NC=1C=NN(C1)C)NC1=C(C=CC(=C1)[N+](=O)[O-])F 5-(2-fluoro-4-(trifluoromethyl)phenyl)-N4-(2-fluoro-5-nitrophenyl)-N2-(1-methyl-1H-pyrazol-4-yl)pyrimidine-2,4-diamine